(R)-1-((S)-3-(9H-carbazol-9-yl)-2-hydroxypropyl)-5-methylpiperidin-2-one C1=CC=CC=2C3=CC=CC=C3N(C12)C[C@@H](CN1C(CC[C@H](C1)C)=O)O